N1C=C(C2=CC=CC=C12)CCNC1=NC(=NC2=CC=CC=C12)C=1C=NC=C(C1)F N-(2-(1H-indol-3-yl)ethyl)-2-(5-fluoropyridin-3-yl)quinazolin-4-amine